5-amino-8-[2-(hydroxymethyl)-6-methyl-4-pyridyl]-2-[(1-methylpyrazol-3-yl)methyl]-7-phenyl-[1,2,4]triazolo[4,3-c]pyrimidin-3-one NC1=NC(=C(C=2N1C(N(N2)CC2=NN(C=C2)C)=O)C2=CC(=NC(=C2)C)CO)C2=CC=CC=C2